C(C)(C)(C)OC(=O)NCCN 1-((tert-butoxycarbonyl)amino)-2-aminoethane